(R,E)-N-(4-((4-([1,2,4]triazolo[1,5-c]pyrimidin-7-yloxy)-3-methylphenyl)amino)-5-(3-(dimethylamino)azetidin-1-yl)quinazolin-6-yl)-3-(1-methylpyrrolidin-2-yl)acrylamide N=1C=NN2C=NC(=CC21)OC2=C(C=C(C=C2)NC2=NC=NC1=CC=C(C(=C21)N2CC(C2)N(C)C)NC(\C=C\[C@@H]2N(CCC2)C)=O)C